dimethyl-cystine dihydrochloride Cl.Cl.C[C@](CSSC[C@@](C(=O)O)(N)C)(C(=O)O)N